C(C)C1SCCS1 ethyl-1,3-dithiolane